C(CCCCCCCCCCCCC)C(CC)S(=O)(=O)O tetradecyl-sulfopropane